C(CCC)P mono-n-butyl-phosphine